ClC1=C(C=C2C(=C(N(C2=C1F)C)C1=NC(=NN1)[C@@H](C(F)(F)F)O)N1C=NC=C1)OC (S)-1-(5-(6-chloro-7-fluoro-3-(1H-imidazol-1-yl)-5-methoxy-1-methyl-1H-indol-2-yl)-1H-1,2,4-triazol-3-yl)-2,2,2-trifluoroethan-1-ol